2,7-dibromo-N-propylcarbazole BrC1=CC=2N(C3=CC(=CC=C3C2C=C1)Br)CCC